FC1([C@H]2CC=3C(=NN(C3C[C@]21C)C2OCC2)C=2NC1=CC(=CC=C1C2)N2C(C1(CC2)CCNCC1)=O)F 2-{2-[(4as,5ar)-5,5-difluoro-5a-methyl-1-(oxetan-2-yl)-4H,4ah,6H-cyclopropa[f]indazol-3-yl]-1H-indol-6-yl}-2,8-diazaspiro[4.5]decan-1-one